FC=1C=C(C=C(C1)F)C(CCC(=O)O)=O 4-(3,5-difluoro-phenyl)-4-oxo-butyric acid